3-[(3-benzyl-1,2,4-oxadiazol-5-yl)methyl]-1-(4-methoxyphenyl)urea C(C1=CC=CC=C1)C1=NOC(=N1)CNC(NC1=CC=C(C=C1)OC)=O